4,4''-di(9'H-[9,3':6',9''-tercarbazol]-9'-yl)-5'-(pyridin-4-yl)-[1,1':3',1''-terphenyl]-2'-carbonitrile C1=CC=CC=2C3=CC=CC=C3N(C12)C=1C=CC=2N(C3=CC=C(C=C3C2C1)N1C2=CC=CC=C2C=2C=CC=CC12)C1=CC=C(C=C1)C1=C(C(=CC(=C1)C1=CC=NC=C1)C1=CC=C(C=C1)N1C2=CC=C(C=C2C=2C=C(C=CC12)N1C2=CC=CC=C2C=2C=CC=CC12)N1C2=CC=CC=C2C=2C=CC=CC12)C#N